methyl-(4-hydroxy-1-chloro-7-phenoxyisoquinoline-3-carboxamide) acetate C(C)(=O)O.CC1=C2C(=C(N=C(C2=CC(=C1)OC1=CC=CC=C1)Cl)C(=O)N)O